(3-hydroxyPropoxyl)-(methyl)silanediol OCCCO[Si](O)(O)C